[Si](C)(C)(C)CCCCCCCCCCCCCCCCCC[Si](OC)(OC)OC 18-TMS(octadecyltrimethoxysilane)